C1(CC1)C(=O)NC(C(=O)O)CCN(CCCCC1=NC=2NCCCC2C=C1)C1CC1 2-(cyclopropanecarbonylamino)-4-[cyclopropyl-[4-(5,6,7,8-tetrahydro-1,8-naphthyridin-2-yl)butyl]amino]butanoic acid